CP(=O)(C)C1=C(C=CC=C1)NC1=NC(=NC=C1C=1C=CC(=C(C=O)C1)O)NC1=C(C=C(C=C1)N1CCC(CC1)N1CCN(CC1)C)OC 5-(4-((2-(dimethylphosphoryl)phenyl)amino)-2-((2-methoxy-4-(4-(4-methylpiperazin-1-yl)piperidin-1-yl)phenyl)amino)pyrimidin-5-yl)-2-hydroxybenzaldehyde